CC1N(CCCC1)C(CNC1=CC=C2CN(C(C2=C1)=O)C1CNCCC1)=O 3-[6-[[2-(2-methyl-1-piperidyl)-2-oxo-ethyl]amino]-1-oxo-isoindolin-2-yl]piperidine